(S)-4-(cyclopropanecarbonyl)-2-methylpiperazine-1-carboxylic acid tert-butyl ester C(C)(C)(C)OC(=O)N1[C@H](CN(CC1)C(=O)C1CC1)C